3-[4-(4-amino-1-piperidyl)anilino]piperidine-2,6-dione NC1CCN(CC1)C1=CC=C(NC2C(NC(CC2)=O)=O)C=C1